N-(2,2-difluoro-1,3-benzodioxol-5-yl)-3-[6-(2,2-dimethylpropanoyl)-3-(trifluoromethyl)-4,5,7,8-tetrahydropyrazolo[3,4-d]azepin-1-yl]-N-methyl-benzamide FC1(OC2=C(O1)C=CC(=C2)N(C(C2=CC(=CC=C2)N2N=C(C1=C2CCN(CC1)C(C(C)(C)C)=O)C(F)(F)F)=O)C)F